FC([C@H]1N(CC(C1)C1=CC=C(C=C1)C(F)(F)F)C1=CC=C(C(=O)O)C=C1)F 4-((2S)-2-(difluoromethyl)-4-(4-(trifluoromethyl)phenyl)pyrrolidin-1-yl)benzoic acid